pyrrolo[3,2-b]pyridin-5-one dihydrochloride Cl.Cl.N=1C=CC2=NC(C=CC21)=O